(R)-6-(4-Fluorophenyl)-8-methoxy-N-(1-(6-methylpyridazin-3-yl)ethyl)quinazolin-4-amine FC1=CC=C(C=C1)C=1C=C2C(=NC=NC2=C(C1)OC)N[C@H](C)C=1N=NC(=CC1)C